tert-butyl 4-(2-amino-5-cyclopropylpyridin-3-yl)piperazine-1-carboxylate NC1=NC=C(C=C1N1CCN(CC1)C(=O)OC(C)(C)C)C1CC1